ClC1=C(C=2NC(NC(C2C(=N1)C1CC1)=O)=O)F 7-chloro-5-cyclopropyl-8-fluoropyrido[4,3-d]pyrimidine-2,4(1H,3H)-dione